[Si](C)(C)(C(C)(C)C)OC1CC(C1)CS {3-[(tert-butyldimethylsilyl)oxy]cyclobutyl}methanethiol